COCOC=1C=C(C=CC1C1=CN=C(N=N1)SC)C1=NSC=N1 3-[3-(methoxymethoxy)-4-(3-methylsulfanyl-1,2,4-triazin-6-yl)phenyl]-1,2,4-thiadiazole